Cl.FC(C1=NC=CC(=C1)CN1N=CC(=C1)CN)(F)F (1-((2-(trifluoromethyl)pyridin-4-yl)methyl)-1H-pyrazol-4-yl)methylamine hydrochloride